2-methyl-N-((R)-1-(2-methyl-3-(trifluoromethyl)phenyl)ethyl)propane-2-sulfinamide CC(C)(C)S(=O)N[C@H](C)C1=C(C(=CC=C1)C(F)(F)F)C